4,4,5,5-tetramethyl-2-(4-(pyren-4-yl)naphthalen-1-yl)-1,3,2-dioxaborolane CC1(OB(OC1(C)C)C1=CC=C(C2=CC=CC=C12)C=1C2=CC=CC3=CC=C4C=CC=C(C1)C4=C32)C